C(C(O)C)(=O)OCCCCCCCCCCCCCCCCCCCCCC docosanol lactate